3,5-dibromo-6-methylpyridine-2-ol BrC=1C(=NC(=C(C1)Br)C)O